N-(cyanomethyl)-5-{3-fluoro-4-[4-({[3-(trifluoromethoxy)phenyl]methyl}carbamoyl)-1H-1,2,3-triazol-1-yl]butyl}-1,3,4-thiadiazole-2-carboxamide C(#N)CNC(=O)C=1SC(=NN1)CCC(CN1N=NC(=C1)C(NCC1=CC(=CC=C1)OC(F)(F)F)=O)F